N1(CCCC1)C1=CC2=C(NC(O2)=S)C=C1 6-(pyrrolidin-1-yl)benzo[d]oxazol-2(3H)-thione